CS(=O)(=O)OCC1=CC(=NN1CC[SH-]CC)[N+](=O)[O-] S-(2-(5-(((methylsulfonyl)oxy)methyl)-3-nitro-1H-pyrazol-1-yl)ethyl)ethanethiolate